1,3-bis(2-pyridyl)urea N1=C(C=CC=C1)NC(=O)NC1=NC=CC=C1